O-ethyl S-(4-(4-isopropylpiperazin-1-yl) phenyl) carbonodithioate C(OCC)(=S)SC1=CC=C(C=C1)N1CCN(CC1)C(C)C